2-acetamido-fluorene C(C)(=O)NC1=CC=2CC3=CC=CC=C3C2C=C1